COC(=O)C1=CC2=C(N=C(S2)Br)C(=C1)C(F)(F)F 2-bromo-4-(trifluoromethyl)-1,3-benzothiazole-6-carboxylic acid methyl ester